1-(dimethylcarbamoyl)cyclopropane-1-carboxylic acid methyl ester COC(=O)C1(CC1)C(N(C)C)=O